BrC=1C=C(C=NC1OC)C#N 5-bromo-6-methoxypyridine-3-carbonitrile